N[C@@H](COC1=NC(=NC(=C1C)C1=C(C=CC=C1C)C)NS(=O)(=O)C=1C=C(C(=O)O)C=CC1)CC(C)(C)O 3-[[4-[(2R)-2-Amino-4-hydroxy-4-methyl-pentoxy]-6-(2,6-dimethylphenyl)-5-methyl-pyrimidin-2-yl]sulfamoyl]benzoic acid